ClC=1C(=C(C(=CC1)S1C=NC(=C1)Cl)C1=CC(N2[C@@H](CC[C@@H]2C1)C=1NC(=CN1)C1=C(C(=NC=C1)C(=O)OC)F)=O)F Methyl 4-[2-[(3S,8aR)-7-[3-chloro-6-(4-chlorothiazol-1-yl)-2-fluoro-phenyl]-5-oxo-2,3,8,8a-tetrahydro-1H-indolizin-3-yl]-1H-imidazol-5-yl]-3-fluoro-pyridine-2-carboxylate